ClC1=C(C=C(CN2[C@H](C(N(CC2=O)C2=NC=C(C=C2C)Cl)=O)C2COC2)C=C1)F (S)-4-(4-chloro-3-fluoro-benzyl)-1-(5-chloro-3-methylpyridin-2-yl)-3-(oxetan-3-yl)piperazine-2,5-dione